Racemic-1-((3aS,6aR)-5-(6-chloroimidazo[1,5-a]pyridin-8-yl)-1,1-dimethylhexahydro-pyrrolo[3,4-c]pyrrol-2(1H)-yl)ethanone ClC=1C=C(C=2N(C1)C=NC2)N2C[C@H]1[C@@H](C2)CN(C1(C)C)C(C)=O |r|